O=C1NC(CCC1N1C(N(C2=C1C=CC(=C2)C2CCN(CC2)C2(CC2)C2CCN(CC2)C(=O)OC(C)(C)C)C)=O)=O Tert-butyl 4-[1-[4-[1-(2,6-dioxo-3-piperidyl)-3-methyl-2-oxo-benzimidazol-5-yl]-1-piperidyl] cyclopropyl]piperidine-1-carboxylate